FC1(CCC(CC1)NC1=NC(=CC(=N1)C1CCN(CC1)C(=O)OC)N1N=C(C=C1)C)F methyl 4-(2-((4,4-difluorocyclohexyl)amino)-6-(3-methyl-1H-pyrazol-1-yl)pyrimidin-4-yl)piperidine-1-carboxylate